[N+](#[C-])C1=CC=C(C(=O)C(C[Na])N)C=C1 4-isocyanobenzoyl-aminoethyl-sodium